2-((2R,4R)-1-(2-(3-acetyl-5-(2-methylpyrimidin-5-yl)-1H-indazol-1-yl)acetyl)-4-fluoropyrrolidin-2-yl)-N-cyanoacetamide C(C)(=O)C1=NN(C2=CC=C(C=C12)C=1C=NC(=NC1)C)CC(=O)N1[C@@H](C[C@H](C1)F)CC(=O)NC#N